(S)-2-chloro-N-(6-fluoro-5-methylpyridin-3-yl)-3-(2-oxo-2-((1,1,1-trifluoropropan-2-yl)amino)acetyl)-5,6,7,8-tetrahydroindolizine-1-carboxamide ClC=1C(=C2CCCCN2C1C(C(N[C@H](C(F)(F)F)C)=O)=O)C(=O)NC=1C=NC(=C(C1)C)F